C(/C1=CC=CC=C1)=C/1\C(N(N=C1C)C1=CC(=CC=C1)Cl)=O (E)-4-benzylidene-2-(3-chlorophenyl)-5-methyl-2,4-dihydro-3H-pyrazol-3-one